IC=1C=CC(=NC1)NC=NO N-(5-iodopyridin-2-yl)formamide oxime